FC1=C2C(=C(N(C2=CC(=C1)B1OC(C(O1)(C)C)(C)C)C(C)C)C(C)(C)O)C#N 4-fluoro-2-(2-hydroxypropan-2-yl)-1-isopropyl-6-(4,4,5,5-tetramethyl-1,3,2-dioxaborolan-2-yl)-1H-indole-3-carbonitrile